NC=1SC(=C(C1C(=O)C1=CC=C(C=C1)[N+](=O)[O-])C)C (2-amino-4,5-dimethylthiophen-3-yl)(4-nitrophenyl)methanone